NC=1C(=NC2=C(C(=C(C=C2C1N[C@@H]1C[C@H](N(CC1)C(=O)OC(C)(C)C)CC(=O)OC(C)(C)C)I)Br)F)N1CC(C1)N(C)C tert-butyl (2S,4S)-4-((3-amino-7-bromo-2-(3-(dimethylamino)azetidin-1-yl)-8-fluoro-6-iodoquinolin-4-yl)amino)-2-(2-(tert-butoxy)-2-oxoethyl)piperidine-1-carboxylate